4-bromo-5-chloro-2-nitrobenzene BrC1=CC(=CC=C1Cl)[N+](=O)[O-]